C(C)(C)(C)OC(=O)N1CCC(CC1)OC1=NC(=CC=C1)C(N(C)OC)=O 4-((6-(methoxy(methyl)carbamoyl)pyridin-2-yl)oxy)piperidine-1-carboxylic acid tert-butyl ester